C1=C(C=CC2=CC=CC=C12)C=1N=C(NC1C1=CC=CC=C1)C=1SC=CC1 4-(2-Naphthyl)-5-phenyl-2-(2-thienyl)imidazole